tris(4-(phenylethyl)phenyl)amine C1(=CC=CC=C1)CCC1=CC=C(C=C1)N(C1=CC=C(C=C1)CCC1=CC=CC=C1)C1=CC=C(C=C1)CCC1=CC=CC=C1